C(C)(=O)N1CCC2=CC=C(C=C12)NC=1N=CC=2C(N(C=3N(C2N1)C=CN3)C3=C(C=CC=C3)Cl)=O 2-[(1-acetyl-2,3-dihydro-1H-indol-6-yl)amino]-6-(2-chlorophenyl)imidazo[1,2-a]pyrimido[5,4-e]pyrimidin-5(6H)-one